4-[(1R,2R)-2-(5-methyl-4-phenyl-1,3-thiazol-2-yl)cyclopropyl]benzenesulfonamide CC1=C(N=C(S1)[C@H]1[C@@H](C1)C1=CC=C(C=C1)S(=O)(=O)N)C1=CC=CC=C1